NC1=C(C=C(C(=O)OC)C=C1NC[C@H]1OCC1)F methyl 4-amino-3-fluoro-5-[[(2S)-oxetan-2-ylmethyl]amino]benzoate